N,N-bis(2-hydroxyethyl)-2-Hydroxypalmitylamine OCCN(CCO)CC(CCCCCCCCCCCCCC)O